1-[2-(6-azaspiro[2.5]oct-6-yl)-4-iodophenyl]-4-(2-chloro-6-methylpyrimidin-4-yl)-1,2,3-triazole C1CC12CCN(CC2)C2=C(C=CC(=C2)I)N2N=NC(=C2)C2=NC(=NC(=C2)C)Cl